(7R,14R)-11-chloro-1-(difluoromethoxy)-6,7-dihydro-7,14-methylenebenzo[f]benzo[4,5]imidazo[1,2-a][1,4]diazocine-5(14H)-one ClC1=CC2=C(N=C3N2[C@H]2C4=C(C(N[C@@H]3C2)=O)C=CC=C4OC(F)F)C=C1